3-(3-carbamoyl-4-hydroxy-5-methylphenyl)-N-(4-(cyclohexyloxy)benzyl)-1,2,4-oxadiazole-5-carboxamide C(N)(=O)C=1C=C(C=C(C1O)C)C1=NOC(=N1)C(=O)NCC1=CC=C(C=C1)OC1CCCCC1